C(=O)=[BH2-] carbonylhydrido-(tetrahydroborate)